CNS(=O)(=O)C1=CC=C(C=C1)C1=NC=CN=C1NC1=CC=C(C=C1)C(F)(F)F N-methyl-4-[3-[4-(trifluoromethyl)anilino]pyrazin-2-yl]benzenesulfonamide